stearoxy-N-hydroxyethyl-propionamide C(CCCCCCCCCCCCCCCCC)OC(C(=O)NCCO)C